(R)-1-(3-chloro-5-(3-methylmorpholino)isothiazolo[4,5-b]pyridin-7-yl)cyclopentane-1-carbonitrile ClC1=NSC=2C1=NC(=CC2C2(CCCC2)C#N)N2[C@@H](COCC2)C